C(C)(C)(C)OC(=O)N1CC(CCC1)C=O 3-formylpiperidine-1-carboxylic acid-(R)-tert-butyl ester